BrC1=CN=C(C=2N1C=CN2)C=2SC=1N=C(SC1N2)N(C2CCN(CC2)C(=O)OC(C)(C)C)C tert-Butyl 4-[[2-(5-bromoimidazo[1,2-a]pyrazin-8-yl)thiazolo[5,4-d]thiazol-5-yl]-methyl-amino]piperidine-1-carboxylate